9-((4-iodophenyl)sulfinyl)-10-phenylphenanthrene IC1=CC=C(C=C1)S(=O)C=1C2=CC=CC=C2C=2C=CC=CC2C1C1=CC=CC=C1